3-ethyl-8-methoxy-1,2,3,3a,5,6,11,11b-octahydro-1,4-methanocyclopenta[2,3]azepino[4,5-b]indole C(C)C1CC2C3C1N(CCC1=C3NC3=CC=C(C=C13)OC)C2